2-((1-methyl-1H-1,2,3-triazol-4-yl)methyl)-6-(2-(2,2,2-trifluoroethoxy)pyrimidin-5-yl)pyridazine-3(2H)-one CN1N=NC(=C1)CN1N=C(C=CC1=O)C=1C=NC(=NC1)OCC(F)(F)F